N-(2,2-dimethoxy-1-(2-methoxyphenyl)ethyl)-4-nitrobenzenesulfonamide COC(C(C1=C(C=CC=C1)OC)NS(=O)(=O)C1=CC=C(C=C1)[N+](=O)[O-])OC